N1C=C(C2=CC=CC=C12)C(C1=CC(=C(C=C1)Br)O)C1=CNC2=CC=CC=C12 bis(indol-3-yl)-[4-bromo-3-hydroxyphenyl]methane